ClC1=CC(=NC(=C1O)Cl)C(=O)NC1=C2C(N(C(=NC2=C(C=C1)C)C)CC1=NC=CC=C1C(F)(F)F)=O 4,6-dichloro-N-(2,8-dimethyl-4-oxo-3-((3-(trifluoromethyl)pyridin-2-yl)methyl)-3,4-dihydroquinazolin-5-yl)-5-hydroxypicolinamide